N-[5-[2-(difluoromethoxy)-5-[[(2S)-morpholin-2-yl]methoxy]-4-pyridyl]pyrazolo[1,5-a]pyridin-2-yl]cyclopropanecarboxamide FC(OC1=NC=C(C(=C1)C1=CC=2N(C=C1)N=C(C2)NC(=O)C2CC2)OC[C@@H]2CNCCO2)F